C(C1=CC=CC=C1)ON1[C@@H]2CC[C@H](N(C1=O)C2)C(=O)NOCCN(C(OC(C)(C)C)=O)C tert-butyl {2-[({[(2S,5R)-6-benzyloxy-7-oxo-1,6-diazabicyclo[3.2.1]oct-2-yl]carbonyl}amino)oxy]ethyl}methylcarbamate